1-(2,3-dihydroxypropyl)-4-methylpiperazine OC(CN1CCN(CC1)C)CO